O=C1NC(CCC1N1C(C2=CC(=CC(=C2C1=O)F)CN1CCN(CC1)C1=NN(C2=C1C=NC(=C2)NC2=NC(=NC=C2)N2CCC(CC2)OC)C(C)C)=O)=O 2-(2,6-dioxopiperidin-3-yl)-4-fluoro-6-((4-(1-isopropyl-6-((2-(4-methoxypiperidin-1-yl)pyrimidin-4-yl)amino)-1H-pyrazolo[4,3-c]pyridin-3-yl)piperazin-1-yl)methyl)isoindoline-1,3-dione